(2-bromophenyl)-4-phenyl-9H-carbazole BrC1=C(C=CC=C1)C1=CC=C(C=2C3=CC=CC=C3NC12)C1=CC=CC=C1